COC1=CC2=C(C(NS2(=O)=O)=O)C=C1 6-methoxybenzo[D]isothiazol-3(2H)-one 1,1-dioxide